isopropyl ((((1R,2S,4S,6R)-2-(methoxymethyl)-6-methyl-3-oxoquinuclidin-2-yl)methoxy)((S)-2-methyl-1-(propionyloxy)propoxy)phosphoryl)-L-phenylalaninate COC[C@]1(N2[C@@H](C[C@@H](C1=O)CC2)C)COP(=O)(O[C@@H](C(C)C)OC(CC)=O)N[C@@H](CC2=CC=CC=C2)C(=O)OC(C)C